COC1=CC(=C(C(=O)NC2=CC=C(C=C2)CCNCC=2C=C3C=NN(C3=CC2)C)C=C1OC)NC(C1=CC(=C(C(=C1)OC)OC)OC)=O 4,5-Dimethoxy-N-(4-(2-(((1-methyl-1H-indazol-5-yl)methyl)amino)ethyl)phenyl)-2-(3,4,5-trimethoxybenzamido)benzamide